O=C1NC2=C(C(N1)=O)SC=C2 2,4-DIOXO-1,4-DIHYDROTHIENOPYRIMIDINE